6-Bromo-1-methyl-N-(2,2,2-trifluoroethyl)-1,2-dihydro-3H-benzo[e]indole-3-carboximidamide 2,2,2-trifluoroacetic acid salt FC(C(=O)O)(F)F.BrC1=CC=CC=2C=3C(CN(C3C=CC21)C(NCC(F)(F)F)=N)C